C(#N)C=1C=C(COC2=CC=C3CCN(CC3=C2)CC2=NC3=C(N2C[C@H]2OCC2)C=C(C=C3)C(=O)O)C=CC1 (S)-2-((7-((3-cyanobenzyl)oxy)-3,4-dihydroisoquinolin-2(1H)-yl)methyl)-1-((oxetan-2-yl)methyl)-1H-benzo[d]imidazole-6-carboxylic acid